CC1=CC(=C)C2[C@H]3C1[C@@]2(CCCC3(C)C)C The molecule is a sesquiterpene that is tricyclo[5.4.0.0(2,8)]undec-9-ene substituted by methyl groups at positions 2, 6, 6, and 9 as well as a methylidene group at position 11. It has a role as a metabolite. It is a bridged compound, a polycyclic olefin and a sesquiterpene.